1-(4-fluorophenyl)-2-oxo-1,2,4,5,6,7-hexahydropyrazolo[1,5-a]pyridine-3-carboxamide FC1=CC=C(C=C1)N1C(C(=C2N1CCCC2)C(=O)N)=O